benzamide silver benzoate C(C1=CC=CC=C1)(=O)[O-].[Ag+].C(C1=CC=CC=C1)(=O)N